C(C1=CC=CC=C1)OC1=C(C=CC=C1)C1=CC=C(C=C1)C=1C=CC2=C(NC(=N2)C)C1 6-(2'-(Benzyloxy)-[1,1'-Biphenyl]-4-yl)-2-Methyl-1H-benzo[d]Imidazol